FC=1C=C(C=C(C1)C1=CC(=CC=C1)OC)/C=C/C(=O)OCC ethyl (E)-3-(5-fluoro-3'-methoxybiphenyl-3-yl)acrylate